C1(=CC=C(C=C1)\C=N\NC(C1=CC=C(C=C1)N)=O)C1=CC=CC=C1 (E)-N'-([1,1'-biphenyl]-4-ylmethylene)-4-aminobenzoyl-hydrazine